ethyl 2-(3-(perfluoroethyl)phenyl)acetate FC(C(F)(F)F)(C=1C=C(C=CC1)CC(=O)OCC)F